siloxybenzisothiazolinone [SiH3]OC1=NS(C2=C1C=CC=C2)=O